(4-((3-(7-(((Trans)-4-(dimethylamino)cyclohexyl)amino)-3-((trifluoromethyl)thio)pyrazolo[1,5-a]pyridin-2-yl)prop-2-yn-1-yl)amino)-3-methoxyphenyl)dimethylphosphine oxide CN([C@@H]1CC[C@H](CC1)NC1=CC=CC=2N1N=C(C2SC(F)(F)F)C#CCNC2=C(C=C(C=C2)P(C)(C)=O)OC)C